OC=1C=C(C=C(C1)O)B1OC(C)(C)C(C)(C)O1 3,5-dihydroxyphenylboronic acid pinacol ester